ClC=1C(=C(C(=CC1)N1N=NN=C1)C1=CC(N2[C@@H](CC[C@@H]2C1)C=1NC(=CN1)C1=C(C(=NC=C1)C1(COC1)C#N)F)=O)F |o1:19| 3-(4-(2-((3S,8aR*)-7-(3-chloro-2-fluoro-6-(1H-tetrazol-1-yl)phenyl)-5-oxo-1,2,3,5,8,8a-hexahydroindolizin-3-yl)-1H-imidazol-5-yl)-3-fluoropyridin-2-yl)oxetane-3-carbonitrile